O=C1NC(CCC1N1C(C2=CC=C(C=C2C1=O)N1CCN(CC1)CC1CCC(CC1)N1N=C2C=C(C(=CC2=C1)C(=O)NC1=CN=C2N1N=CC=C2)OC)=O)=O 2-((1r,4r)-4-((4-(2-(2,6-dioxopiperidin-3-yl)-1,3-dioxoisoindolin-5-yl)piperazin-1-yl)methyl)cyclohexyl)-N-(imidazo[1,2-b]pyridazin-3-yl)-6-methoxy-2H-indazole-5-carboxamide